C(C)(=O)ON=C(C)C=1C=C2C=3C=C(C=CC3N(C2=CC1)CC)C=1C(=C(C=CC1)C(=O)C1=C(C(=CC=C1)C=1C=CC=2N(C3=CC=C(C=C3C2C1)C(C)=NOC(C)=O)CC)C)C 6-[1-(acetyloxyimino)ethyl]-9-ethyl-9H-carbazol-3-yl(2-methylphenyl)ketone